6-(4-{1-[(2-Chlorophenyl)methyl]piperidin-4-yl}-1,4-diazepan-1-yl)-N-ethylpyridine-2-carboxamide ClC1=C(C=CC=C1)CN1CCC(CC1)N1CCN(CCC1)C1=CC=CC(=N1)C(=O)NCC